FC1=CC2=CN(N=C2C=C1B1OC(C(O1)(C)C)(C)C)C 2-(5-fluoro-2-methyl-2H-indazol-6-yl)-4,4,5,5-tetramethyl-1,3,2-dioxaborolane